6-((2-((3R,4S)-3-Amino-4-fluoropiperidin-1-yl)-1H-benzo[d]imidazol-1-yl)methyl)nicotinonitril N[C@@H]1CN(CC[C@@H]1F)C1=NC2=C(N1CC1=NC=C(C#N)C=C1)C=CC=C2